ClC=1C=CC(=C(C1)C1=CC(=CC=C1)C(=O)[O-])O.[K+] potassium 5'-chloro-2'-hydroxybiphenyl-3-carboxylate